N1CC(C1)N1CC=CC2=CC(=CC=C12)CC N-(azetidin-3-yl)-6-ethylquinoline